N=1C=NN2C1C=C(C=C2)OC2=C(C=C(C=C2)NC=2C1=C(N=CN2)C=NC(=C1)Cl)C N-(4-([1,2,4]triazolo[1,5-a]pyridin-7-yloxy)-3-methylphenyl)-6-chloropyrido[3,4-d]pyrimidin-4-amine